The molecule is an unsaturated fatty acyl-CoA that results from the formal condensation of the thiol group of coenzyme A with the carboxy group of (19Z,22Z,25Z,28Z)-3-oxotetratriacontatetraenoic acid. It is a 3-oxo-fatty acyl-CoA, an unsaturated fatty acyl-CoA and an ultra-long-chain fatty acyl-CoA. It is a conjugate acid of a (19Z,22Z,25Z,28Z)-3-oxotetratriacontatetraenoyl-CoA(4-). CCCCC/C=C\\C/C=C\\C/C=C\\C/C=C\\CCCCCCCCCCCCCCCC(=O)CC(=O)SCCNC(=O)CCNC(=O)[C@@H](C(C)(C)COP(=O)(O)OP(=O)(O)OC[C@@H]1[C@H]([C@H]([C@@H](O1)N2C=NC3=C(N=CN=C32)N)O)OP(=O)(O)O)O